Tert-butyl-(1-(2-fluoro-3-(2-oxo-4-(5-(trifluoromethyl) pyrimidin-2-yl) piperazin-1-yl) phenoxy) propan-2-yl) carbamate C(N)(OC(COC1=C(C(=CC=C1)N1C(CN(CC1)C1=NC=C(C=N1)C(F)(F)F)=O)F)CC(C)(C)C)=O